p-methoxynitrosobenzene COC1=CC=C(C=C1)N=O